4-((2'-(((1-(3,5-bis(trifluoromethyl)phenyl)-1-hydroxypropan-2-yl)(cyclohexyl)amino)methyl)-6-Methoxy-4-methyl-4'-(trifluoromethyl)-[1,1'-biphenyl]-3-yl)oxy)butanoic acid FC(C=1C=C(C=C(C1)C(F)(F)F)C(C(C)N(C1CCCCC1)CC1=C(C=CC(=C1)C(F)(F)F)C1=CC(=C(C=C1OC)C)OCCCC(=O)O)O)(F)F